S1C(=CC=C1)C1=CN=C2N1N=C(C=C2)C2=CC=C(C(=O)N)C=C2 4-[3-(2-thienyl)imidazo[1,2-b]pyridazin-6-yl]benzamide